C(C)OC(=O)C=1N(C=C(C1C)C1=CC=CC=C1)C1=CC=CC=C1 3-methyl-1,4-diphenyl-1H-pyrrole-2-carboxylic acid ethyl ester